2-[(1E)-([3-[(E)-[(2-hydroxyphenyl)methylidene]amino]-2,2-dimethylpropyl]imino)methyl]phenol OC1=C(C=CC=C1)\C=N\CC(C\N=C\C1=C(C=CC=C1)O)(C)C